FC1=C2C(=NNC2=CC(=C1)F)CCNCC1=C(C=CC=C1)OC 2-(4,6-difluoro-1H-indazol-3-yl)-N-(2-methoxybenzyl)ethan-1-amine